2-hydroxy-propyl-sulfonic acid OC(CS(=O)(=O)O)C